C(C)OC1=CC2=C(C(=NO2)N2C(N3C(=C2)C([C@@H](C3)NS(=O)(=O)C)(F)F)=O)C(=C1)C1=C(C=C(C=C1F)F)F N-{(6R)-2-[6-ethoxy-4-(2,4,6-trifluorophenyl)-1,2-benzoxazol-3-yl]-7,7-difluoro-3-oxo-2,5,6,7-tetrahydro-3H-pyrrolo[1,2-c]imidazol-6-yl}methanesulfonamide